CC1=C(C=NC(=N1)N)CCC 6-methyl-5-propyl-pyrimidin-2-amine